COC(=O)[C@@H]1[C@]2(C=C[C@@](C1)(CC2)C(C)C)C.BrC2=CC(=C1C=NN(C1=C2)COCC[Si](C)(C)C)N2CCN(CC2)C(C(C)C)=O 1-[4-(6-bromo-1-{[2-(trimethylsilyl)ethoxy]methyl}indazol-4-yl)piperazin-1-yl]-2-methylpropan-1-one methyl-(1R,2S,4R)-4-isopropyl-1-methyl-bicyclo[2.2.2]oct-5-ene-2-carboxylate